CC1=CC(=NN1C=1C=C2C=CN(C2=CC1)CC1=CC=C(C=C1)C1=CC=C(C=C1)S(=O)(=O)N1CCN(CC1)C)C(=O)N 5-methyl-1-(1-((4'-((4-methylpiperazin-1-yl)sulfonyl)-[1,1'-biphenyl]-4-yl)methyl)-1H-indol-5-yl)-1H-pyrazole-3-carboxamide